C(CCC)O[C@@H]1CC[C@H](CC1)NC(=O)C1=CN(C2=C1C(N(C=C2CC)C)=O)C N-(trans-4-butoxycyclohexyl)-7-ethyl-1,5-dimethyl-4-oxo-4,5-dihydro-1H-pyrrolo[3,2-c]pyridine-3-carboxamide